5-(3-amino-2-chlorophenoxy)-3-cyclopropyl-1-(2-fluoro-4-iodophenyl)-6,8-dimethylpyrido[2,3-d]pyrimidine-2,4,7-trione NC=1C(=C(OC2=C(C(N(C=3N(C(N(C(C32)=O)C3CC3)=O)C3=C(C=C(C=C3)I)F)C)=O)C)C=CC1)Cl